pyridazine-5-carboxamide N1=NC=CC(=C1)C(=O)N